Pteridin N1=CN=CC2=NC=CN=C12